(Z)-5-(5,5-difluoro-4-(hydroxyimino)-3-(trifluoromethyl)-4,5,6,7-tetrahydro-1H-indol-1-yl)-2-fluorobenzonitrile FC1(\C(\C=2C(=CN(C2CC1)C=1C=CC(=C(C#N)C1)F)C(F)(F)F)=N/O)F